ClC=1C=C(C=C2C(=NC=NC12)NC(C)C1=NC=CN=C1C1=NC=C(C=C1)OC(F)F)C(F)(F)F 8-chloro-N-[1-[3-[5-(difluoromethoxy)-2-pyridyl]pyrazin-2-yl]ethyl]-6-(trifluoromethyl)quinazolin-4-amine